tert-Butyl 2-acrylamido-3-(5-fluorobenzo[d]thiazol-2-yl)-5,7-dimethyl-4,7-dihydrothieno[2,3-c]pyridine-6(5H)-carboxylate C(C=C)(=O)NC1=C(C2=C(C(N(C(C2)C)C(=O)OC(C)(C)C)C)S1)C=1SC2=C(N1)C=C(C=C2)F